BrC1=CC(=C(C=C1)OC(CCCOC)=O)C#N 4-bromo-2-cyanophenyl-4-methoxybutyrate